2-{3-[(5-aminopentyl)oxy]phenyl}acetic acid NCCCCCOC=1C=C(C=CC1)CC(=O)O